CC1(CN(CCO1)C1=CC(=C(C(=O)N([C@H]2CN(CCC2)C(=O)OC(C)(C)C)C2=NC=CC3=CC=CC(=C23)C)C=C1)F)C tert-butyl (3R)-3-[[4-(2,2-dimethylmorpholin-4-yl)-2-fluoro-benzoyl]-(8-methyl-1-isoquinolyl)amino]piperidine-1-carboxylate